COC(C1=C(C=C(C=C1)OC1OCCCC1)F)=O 2-fluoro-4-((tetrahydro-2H-pyran-2-yl)oxy)benzoic acid methyl ester